3-methoxypyridine 1-oxide COC=1C=[N+](C=CC1)[O-]